6-(3-methoxybenzylamino)-3-glucopyranosylpurine COC=1C=C(CNC2=C3N=CN=C3N(C=N2)C2[C@H](O)[C@@H](O)[C@H](O)[C@H](O2)CO)C=CC1